rac-(2R,3R)-1,4-bis(2-(ethoxymethoxy)-3-iodophenyl)butane-2,3-diol C(C)OCOC1=C(C=CC=C1I)C[C@H]([C@@H](CC1=C(C(=CC=C1)I)OCOCC)O)O |r|